COCCN(\C=C(\C(C)(C)C)/[O-])CCOC.[Sr+2].COCCN(CCOC)\C=C(\C(C)(C)C)/[O-] strontium (Z)-1-(bis(2-methoxyethyl)amino)-3,3-dimethylbut-1-en-2-olate